FC(C(=O)NC=1C=CC2=C(N=C(O2)C2=CC(=NC=C2)C(=O)O)C1)(C)C 4-(5-(2-fluoro-2-methylpropanamido)benzo[d]oxazol-2-yl)picolinic acid